4-isopropyl-6,7-dimethoxy-N-(1-(3,4,5-trimethoxyphenyl)-1H-imidazol-4-yl)quinazolin-2-amine C(C)(C)C1=NC(=NC2=CC(=C(C=C12)OC)OC)NC=1N=CN(C1)C1=CC(=C(C(=C1)OC)OC)OC